COCC(C=1C=NC(=CC1)OC)N1C(C2=CC=C(C=C2C=N1)S(=O)(=O)C1=CC=CC=C1)=O (2-methoxy-1-(6-methoxypyridin-3-yl)ethyl)-6-(phenylsulfonyl)phthalazin-1(2H)-one